O1[C@@H](COCC1)CNC(=O)C1=C(C2=C(CCC3=CN(N=C23)CC2=NC=CC=C2C)O1)C N-[(2R)-1,4-dioxan-2-ylmethyl]-8-methyl-2-[(3-methylpyridin-2-yl)methyl]-4,5-dihydro-2H-furo[2,3-g]indazole-7-carboxamide